ClCCN1C(CCC1)C(=O)NC 1-(2-chloroethyl)-N-methylpyrrolidine-2-carboxamide